CC1C(CC(C(O1)OC(C)CCCCCC/C=C/C(=O)O)O)O The molecule is an (omega-1)-hydroxy fatty acid ascaroside obtained by formal condensation of the alcoholic hydroxy group of (2E,10R)-10-hydroxyundec-2-enoic acid with ascarylopyranose (the alpha anomer). It is a metabolite of the nematode Caenorhabditis elegans. It has a role as a Caenorhabditis elegans metabolite. It is an alpha,beta-unsaturated monocarboxylic acid and an (omega-1)-hydroxy fatty acid ascaroside. It derives from a (2E,10R)-10-hydroxyundec-2-enoic acid. It is a conjugate acid of an ascr#17(1-).